CC1=CC=C(C=C1)S(=O)(=O)OC1CN(CC1OS(=O)(=O)C1=CC=C(C=C1)C)C(=O)[O-] 3,4-bis[(4-methylbenzene-1-sulfonyl)oxy]pyrrolidine-1-carboxylate